3,4-difluorofuran FC1=COC=C1F